[Si](C1=CC=CC=C1)(C1=CC=CC=C1)(C(C)(C)C)OCCCCC(=O)O 5-((tert-butyldiphenylsilyl)oxy)pentanoic acid